tert-butyl 3-[5-(2-bromoacetyl)-2-thienyl]-3-hydroxy-8-azabicyclo[3.2.1]octane-8-carboxylate BrCC(=O)C1=CC=C(S1)C1(CC2CCC(C1)N2C(=O)OC(C)(C)C)O